N-{(2S,3R,4S)-1-(bicyclo[1.1.1]pentane-1-carbonyl)-4-fluoro-2-[(2,3',5'-trifluoro[1,1'-biphenyl]-3-yl)methyl]pyrrolidin-3-yl}methanesulfonamide C12(CC(C1)C2)C(=O)N2[C@H]([C@H]([C@H](C2)F)NS(=O)(=O)C)CC=2C(=C(C=CC2)C2=CC(=CC(=C2)F)F)F